OC1=CC=CC2=C1C(=C(O2)C(=O)N/N=C/C2=C(C=CC=C2)F)C (E)-4-hydroxy-3-methyl-N'-(2-fluorobenzylidene)benzofuran-2-carbohydrazide